C(CCCCCCC)NC(=O)OC=1C=C(C=CC1)C=1C=NC=C(C(=O)OC)C1 methyl 5-(3-((octylcarbamoyl)oxy)phenyl)nicotinate